C(C)OC(=O)C1=NC2=C(C(=CC(=C2C(=C1)C(=O)OCC)N\N=C(/C(=O)OCC)\C)OC)OC (Z)-5-(2-(1-ethoxy-1-oxoprop-2-ylidene)hydrazino)-7,8-dimethoxyquinoline-2,4-dicarboxylic acid diethyl ester